OCCCCOC(=C)C=1C=C(C=C2C(C(=C(OC12)N1CCCCC1)C)=O)C 8-[1-(4-hydroxybutoxy)vinyl]-3,6-dimethyl-2-(1-piperidyl)chromen-4-one